(1R,4S)-2-((R)-2-((2,5-bis(trifluoromethyl)pyrazolo[1,5-a]pyrimidin-7-yl)amino)-1-(4-fluorophenyl)ethyl)-2-azabicyclo[2.2.1]heptan-5-ol FC(C1=NN2C(N=C(C=C2NC[C@@H](C2=CC=C(C=C2)F)N2[C@H]3CC([C@H](C2)C3)O)C(F)(F)F)=C1)(F)F